5-{(2-hydroxyethyl)[7-(1-octylnonyloxy carbonyl)heptyl]amino}pentyl 10-methylundecanoate CC(CCCCCCCCC(=O)OCCCCCN(CCCCCCCC(=O)OC(CCCCCCCC)CCCCCCCC)CCO)C